4-(2,6-dimethylpyridin-4-yl)-1-(5-(isopropylsulfanyl)-4-m-tolylthiazol-2-yl)-3-methyl-1H-pyrazole-5-carboxylic acid CC1=NC(=CC(=C1)C=1C(=NN(C1C(=O)O)C=1SC(=C(N1)C=1C=C(C=CC1)C)SC(C)C)C)C